C1(=C(C(=C(C(=C1[2H])[2H])[2H])[2H])[2H])C=1C(=C(C(=C(C1[2H])C1=C(C(=C2C(C=3C(S2)=C(C(=C(C3[2H])[2H])B3OC(C(O3)(C)C)(C)C)[2H])=C1[2H])[2H])[2H])[2H])C1=C(C(=C(C(=C1[2H])[2H])[2H])[2H])[2H])[2H] 2-(8-([1,1':3',1''-terphenyl]-5'-yl-d13)dibenzo[b,d]thiophen-3-yl-1,2,4,6,7,9-d6)-4,4,5,5-tetramethyl-1,3,2-dioxaborolane